C(C)(=O)O[C@@H](COC1=CC=C(C=C1)C(C)(C)C1=CC(=C(C(=C1)Cl)OC[C@@H](CCl)OC(C)=O)Cl)COC(C)C (R)-1-(4-(2-(4-((S)-2-acetoxy-3-chloropropoxy)-3,5-dichlorophenyl)propan-2-yl)phenoxy)-3-isopropoxypropan-2-yl acetate